(4-{4-[5-(5-fluoro-6-methoxy-pyridin-3-ylamino)-pyridin-2-yl]-phenyl}-cyclohexyl)-acetic acid FC=1C=C(C=NC1OC)NC=1C=CC(=NC1)C1=CC=C(C=C1)C1CCC(CC1)CC(=O)O